(4-(1-(tert-butoxycarbonyl)pyrrolidin-2-yl)-2,3-difluorophenyl)-6-methoxybenzo[d]imidazo[2,1-b]thiazole-7-carboxylic acid methyl ester COC(=O)C1=CC2=C(N3C(S2)=NC(=C3)C3=C(C(=C(C=C3)C3N(CCC3)C(=O)OC(C)(C)C)F)F)C=C1OC